3-amino-N-[4-(dimethylamino)cyclohexyl]-5-(trifluoromethyl)benzamide NC=1C=C(C(=O)NC2CCC(CC2)N(C)C)C=C(C1)C(F)(F)F